CN(C1=CC(=NC2=CC=CC=C12)C)C1=CC=C(C=C1)N(C)C N,2-dimethyl-N-(4-dimethylaminophenyl)quinolin-4-amine